C(C(=C)C)(=O)N[SiH3] methacryloylaminosilane